ClC1=CC=C(C=C1)N1C(=NC=2N(C(N(C(C12)=O)C)=O)CC1=CC=C(C=N1)S(=O)(=O)N(CC1=CC=C(C=C1)OC)CC1=CC=C(C=C1)OC)C=1N(N=CC1)C 6-[[7-(4-chlorophenyl)-1-methyl-8-(2-methylpyrazol-3-yl)-2,6-dioxopurin-3-yl]methyl]-N,N-bis[(4-methoxyphenyl)methyl]pyridine-3-sulfonamide